4-((5-(1-(2,2-difluoroethyl)-2-methyl-1H-benzo[d]imidazol-6-yl)-7H-pyrrolo[2,3-d]pyrimidin-2-yl)amino)-N,N-dimethylcyclohexane-1-carboxamide FC(CN1C(=NC2=C1C=C(C=C2)C2=CNC=1N=C(N=CC12)NC1CCC(CC1)C(=O)N(C)C)C)F